Salicylurate C1=CC=C(C(=C1)C(=O)NCC(=O)O)O